FC(C(=O)O)(S(=O)(=O)C(C(F)(F)F)(F)F)C(C(C(C(C(C(C(C(F)(F)F)(F)F)(F)F)(F)F)(F)F)(F)F)(F)F)(F)F perfluorooctyl-ethylsulphonylacetic acid